(4-(4-methoxyphenoxy)butyl)(methyl-d3)selenane ((2R,3R,4S,5R)-4-acetoxy-5-(2-amino-7-(3-cyanopropyl)-8-oxo-7,8-dihydro-9H-purin-9-yl)-3-fluorotetrahydrofuran-2-yl)methylacetat C(C)(=O)O[C@@H]1[C@@H]([C@H](O[C@H]1N1C2=NC(=NC=C2N(C1=O)CCCC#N)N)COC(C)=O)F.COC1=CC=C(OCCCCC2([Se]CCCC2)C([2H])([2H])[2H])C=C1